1-Phenyl-5-oxopyrrolidin C1(=CC=CC=C1)N1CCCC1=O